[Na+].P(=O)([O-])([O-])F.[Na+].C1(=CC=CC=C1)C(=O)C1=CC=C(C=C1)OCCCCCCCCCCS phenyl-[4-(10-mercaptodecyloxy)phenyl]methanone Sodium monofluorophosphate Sodium